C1(=CC=CC=C1)C=1OC(=C(N1)N1C=CC=2C=CC=NC2C1=O)C1=CC=C(C=C1)C(F)(F)F 7-(2-phenyl-5-(4-(trifluoromethyl)phenyl)oxazol-4-yl)-1,7-naphthyridin-8(7H)-one